N-[4-fluoro-2-[rac-(3S)-3,4-dimethylpiperazin-1-yl]-5-[2-[rac-(3R)-3-methylmorpholin-4-yl]pyrimidin-5-yl]phenyl]-6-oxo-4-(trifluoromethyl)-1H-pyridine-3-carboxamide FC1=CC(=C(C=C1C=1C=NC(=NC1)N1[C@@H](COCC1)C)NC(=O)C1=CNC(C=C1C(F)(F)F)=O)N1C[C@@H](N(CC1)C)C |r|